N1(N=CC=C1)C1CCN(CC1)C1=NC=C(C(=N1)NC1=CC2=C(N(C(N2CCC(C)(C)O)=O)C)C=C1)Cl 5-((2-(4-(1H-pyrazol-1-yl)piperidin-1-yl)-5-chloropyrimidin-4-yl)amino)-3-(3-hydroxy-3-methylbutyl)-1-methyl-1,3-dihydro-2H-benzo[d]imidazol-2-one